FC(C(=O)O)(F)F.[C@H]12N(CCN[C@H]2CC1)C=1C(C=2C(=NC=C(N2)Br)N(C1CC)CC(=O)NC1=C(C=C(C=C1)C(F)(F)F)Cl)=O 2-(7-((1S,6S)-2,5-diazabicyclo[4.2.0]octan-2-yl)-2-bromo-6-ethyl-8-oxopyrido[2,3-b]pyrazin-5(8H)-yl)-N-(2-chloro-4-(trifluoromethyl)phenyl)acetamide trifluoroacetate